C(C)(C)(C)OC(C[C@@H](C(=O)NC=1SC=C(C1C(C1=CC=C(C=C1)Cl)=O)CC)NC(=O)OCC1C2=CC=CC=C2C=2C=CC=CC12)=O.OC1=CC=C2C(C(=COC2=C1O)C1=CC=C(C=C1)O)=O 7,8-dihydroxy-3-(4-hydroxyphenyl)chromen-4-one tert-butyl-(3S)-4-[[3-(4-chlorobenzoyl)-4-ethyl-2-thienyl]amino]-3-(9H-fluoren-9-ylmethoxycarbonylamino)-4-oxo-butanoate